(S)-2-Methyl-N-(1-(2-methyl-7-(prop-1-yn-1-yl)quinolin-5-yl)cyclopropyl)-5-((1-methylazetidin-2-yl)methoxy)benzamide CC1=C(C(=O)NC2(CC2)C2=C3C=CC(=NC3=CC(=C2)C#CC)C)C=C(C=C1)OC[C@H]1N(CC1)C